S-((3-(benzyloxy) cyclobutyl) methyl) ethanethioate C(C)(SCC1CC(C1)OCC1=CC=CC=C1)=O